C1(CCCCC1)CN1C(C=NC2=CC=CC=C12)=O 1-(cyclohexylmethyl)quinoxaline-2(1H)-one